N-[7-benzyloxy-5-fluoro-6-(1,1,4-trioxo-1,2,5-thiadiazolidin-2-yl)-2-naphthyl]-2-[1-[1-(2,6-dioxo-3-piperidyl)-3-methyl-2-oxo-imidazo[4,5-b]pyridin-5-yl]-4-piperidyl]acetamide C(C1=CC=CC=C1)OC1=C(C(=C2C=CC(=CC2=C1)NC(CC1CCN(CC1)C1=CC=C2C(=N1)N(C(N2C2C(NC(CC2)=O)=O)=O)C)=O)F)N2S(NC(C2)=O)(=O)=O